FC1(CN(CCC1NC1=CC=CC2=C1S(C(=C2CC)C#CC)(=O)=O)C)F 3-(7-((3,3-difluoro-1-methylpiperidin-4-yl)amino)-3-ethyl-1,1-dioxidobenzo[b]thiophen-2-yl)prop-2-yn